sodium (2-undecyltetrahydrofuro[3,4-d][1,3]dioxol-4-yl)methyl sulfate S(=O)(=O)(OCC1OCC2OC(OC21)CCCCCCCCCCC)[O-].[Na+]